CNCCC1=CNC2=CC=CC=C12 methyl-tryptamine